COC=1C(=NC=C(C1)OC)C=1N=NN(C1)C=1C=C2CN(C(C2=CC1)=O)C1C(NC(CC1)=O)=O 3-{5-[4-(3,5-dimethoxypyridin-2-yl)-1,2,3-triazol-1-yl]-1-oxo-3H-isoindol-2-yl}piperidine-2,6-dione